[2H]C1=NN=C2N1N=C(C(=C2C)C)N2CC=1C=C(C=NC1CC2)NC2=C(C=CC=C2)F 6-(3-deuterio-7,8-dimethyl-[1,2,4]triazolo[4,3-b]pyridazin-6-yl)-N-(2-fluorophenyl)-7,8-dihydro-5H-1,6-naphthyridin-3-amine